NC1=C(C=C(C=N1)NC(C(=O)N1C(CC[C@@H](C1)C)C=1C=CC2=C(OC3(CC3)C(N2)=O)C1)=O)CC N-(6-amino-5-ethylpyridin-3-yl)-2-((5S)-5-methyl-2-(3-oxo-3,4-dihydrospiro[benzo[b][1,4]oxazine-2,1'-cyclopropan]-7-yl)piperidin-1-yl)-2-oxoacetamide